C(C)(C)(C)OC(=O)C1=C(C=C(OCCCCN2N=NC3=C2C=CC(=C3C)C(C3=CC=C2CCN(CC2=C3)C(=O)OC(C)(C)C)O)C=C1Cl)Cl tert-butyl 7-[[1-[4-[4-[[tert-butoxy]carbonyl]-3,5-dichlorophenoxy]butyl]-4-methyl-1H-1,2,3-benzotriazol-5-yl][hydroxy]methyl]-1,2,3,4-tetrahydroisoquinoline-2-carboxylate